S(=O)(=O)([O-])[O-].C(CCCCCCC)[Sn+3].S(=O)(=O)([O-])[O-].S(=O)(=O)([O-])[O-].C(CCCCCCC)[Sn+3] octyltin sulfate